glutamyl-γ-aminobutyraldehyde N[C@@H](CCC(=O)O)C(=O)C(C=O)CCN